O=C1NC(CCC1N1C(C2=CC=CC(=C2C1=O)N1CC2(CN(C2)C(=O)OC(C)(C)C)C1)=O)=O tert-butyl 6-(2-(2,6-dioxopiperidin-3-yl)-1,3-dioxoisoindolin-4-yl)-2,6-diazaspiro[3.3]heptane-2-carboxylate